[4-[4-(trifluoromethyl)oxazol-2-yl]phenyl]methanol FC(C=1N=C(OC1)C1=CC=C(C=C1)CO)(F)F